C12CN(CC2C1)C1=CC=C(C(=N1)C)CN1N=C(N=C1)C(=O)O 1-[(6-{3-azabicyclo[3.1.0]hex-3-yl}-2-methylpyridin-3-yl)methyl]-1H-1,2,4-triazole-3-carboxylic acid